C(#N)C=1C=C(COC2=C(CN[C@@H](CO)C(=O)O)C=CC(=C2)OCC2=C(C(=CC=C2)C=2C=CC=3N(C2)C=CN3)C)C=CC1 (2-((3-cyanobenzyl)oxy)-4-((3-(imidazo[1,2-a]pyridin-6-yl)-2-methylbenzyl)oxy)benzyl)-L-serine